COC=1C(=NC=CC1)CN1[C@H](CCCC1)C(=O)OC methyl (2R)-1-[(3-methoxy-2-pyridyl)methyl]piperidine-2-carboxylate